ClC1=NC=C(C(=C1)N1CCC(CC1)CO)C#CC=1C=NN(C1)C1C(C1)(F)F (1-(2-chloro-5-((1-(2,2-difluorocyclopropyl)-1H-pyrazol-4-yl)ethynyl)pyridin-4-yl)piperidin-4-yl)methanol